methyl propargyl thiophosphoramidate P(OC)(OCC#C)(=S)N